Cyclohexanone 1-(2-dimethylaminoethyl)-3-methylimidazoline-2-carboxylate CN(CCN1C(N(CC1)C)C(=O)O)C.C1(CCCCC1)=O